C(=O)(O)C=1C(=C(C=CC1)B(O)O)F 3-CARBOXY-2-FLUOROPHENYLBORONIC ACID